C(C)O[C@@H](C(=O)NC=1SC(=NN1)N[C@H]1CN(CC1)C=1N=NC=CN1)C1=CC=CC=C1 (2R)-2-ethoxy-2-phenyl-N-(5-{[(3R)-1-(1,2,4-triazin-3-yl)-3-pyrrolidinyl]amino}-1,3,4-thiadiazol-2-yl)acetamide